FC1(CN(C1)C(CN1C(C=2N(C=C1)N=CC2C2=CC(=C(C=C2)F)C(F)(F)F)=O)=O)F 5-(2-(3,3-difluoroazetidin-1-yl)-2-oxoethyl)-3-(4-fluoro-3-(trifluoromethyl)phenyl)pyrazolo[1,5-a]pyrazin-4(5H)-one